(4-{[3-(difluoromethoxy)phenyl]sulfanyl}-2,5-dimethylphenyl)-N-methyliminocarboxamide FC(OC=1C=C(C=CC1)SC1=CC(=C(C=C1C)C(=O)N=NC)C)F